4-fluoro-1-[2-(2-methyl-1,3-thiazol-5-yl)acetyl]-N-{phenyl[4-(propan-2-yl)phenyl]methyl}pyrrolidine-2-carboxamide FC1CC(N(C1)C(CC1=CN=C(S1)C)=O)C(=O)NC(C1=CC=C(C=C1)C(C)C)C1=CC=CC=C1